C(C)(C)(C)OC(=O)NCCBr (tert-butoxycarbonylamino)ethyl bromide